N(C(=O)C)C1CCC(OC1OCCOCCOCCN=[N+]=[N-])COC(C)=O 5-acetamino-2-(acetoxymethyl)-6-(2-(2-(2-azidoethoxy)ethoxy)ethoxy)tetrahydro-2H-pyran